[(2S)-2-cyclopentyl-2-[[(2S)-2-(9H-fluoren-9-ylmethoxycarbonylamino)propanoyl]-methylamino]acetyl-methylamino]-4-(dimethylamino)-4-oxobutanoic acid C1(CCCC1)[C@@H](C(=O)N(C)C(C(=O)O)CC(=O)N(C)C)N(C)C([C@H](C)NC(=O)OCC1C2=CC=CC=C2C=2C=CC=CC12)=O